Cl.O=C1NC(CCC1N1C(C2=CC=C(C=C2C1=O)C#CC1CCNCC1)=O)=O 2-(2,6-dioxopiperidin-3-yl)-5-(piperidin-4-ylethynyl)isoindoline-1,3-dione hydrochloride